FC1=C(C(=CC=C1)OC=1C(=NC=CC1)C)CN1C[C@@H](N([C@@H](C1)C)C(C(C)C)=O)C(=O)NCC1=CC=C(C=C1)C1=NC=CC=N1 (2R,6R)-4-({2-fluoro-6-[(2-methylpyridin-3-yl)oxy]phenyl}methyl)-6-methyl-1-(2-methylpropanoyl)-N-{[4-(pyrimidin-2-yl)phenyl]methyl}piperazine-2-carboxamide